(2R)-N-(4-(tert-butyl)phenyl)-1-cyano-N-(2-(cyclohexylamino)-2-oxo-1-(pyridin-3-yl)ethyl)-2-methylpyrrolidine-2-carboxamide C(C)(C)(C)C1=CC=C(C=C1)N(C(=O)[C@@]1(N(CCC1)C#N)C)C(C(=O)NC1CCCCC1)C=1C=NC=CC1